3-[3-Methyl-2-oxo-4-[3-(4-piperidylmethoxy)propyl]benzimidazol-1-yl]piperidine-2,6-dione CN1C(N(C2=C1C(=CC=C2)CCCOCC2CCNCC2)C2C(NC(CC2)=O)=O)=O